2-(methylamino)-1-(1-methylcyclopropyl)ethanone CNCC(=O)C1(CC1)C